6-chloro-1-(2-cyclobutyl-phenyl)-7-(2-fluorophenyl)-4-((2S)-2-methyl-4-(2-propenoyl)-1-piperazinyl)pyrido[2,3-d]pyrimidin-2(1H)-one ClC1=CC2=C(N(C(N=C2N2[C@H](CN(CC2)C(C=C)=O)C)=O)C2=C(C=CC=C2)C2CCC2)N=C1C1=C(C=CC=C1)F